C(C1=CC=CC=C1)OC1=CC2=C(N=[13C](O2)C2=CC=CC=C2)C=C1 6-benzyloxy-2-phenylbenzoxazole-13C